N-((4-((9-(cyclopropylmethyl)-9H-purin-6-yl)oxy)phenyl)carbamothioyl)-4-fluorobenzamide C1(CC1)CN1C2=NC=NC(=C2N=C1)OC1=CC=C(C=C1)NC(=S)NC(C1=CC=C(C=C1)F)=O